FC=1C(=C(CNC(OC(C)(C)C)=O)C=CC1C1=NC=NN2C1=CC(=C2)C=2C=NN(C2)C)OC tert-butyl (3-fluoro-2-methoxy-4-(6-(1-methyl-1H-pyrazol-4-yl)pyrrolo[2,1-f][1,2,4]triazin-4-yl)benzyl)carbamate